(S)-(3-(dimethylamino)pyrrolidin-1-yl)(3-((2-(4-methylpiperazine-1-carbonyl)phenyl)ethynyl)-1H-indazol-5-yl)methanone CN([C@@H]1CN(CC1)C(=O)C=1C=C2C(=NNC2=CC1)C#CC1=C(C=CC=C1)C(=O)N1CCN(CC1)C)C